4-methylmorpholin-4-ium-4-olate C[N+]1(CCOCC1)[O-]